C(C)OC(CNC=1C=NN(C1)CC1=CC=C(C=C1)OC)OCC N-(2,2-diethoxyethyl)-1-(4-methoxybenzyl)-1H-pyrazol-4-amine